C(OC1=CC=C(C=C1)C1=CC2=CC=CC=C2C=C1)(OC1=CC=C(C=C1)C1=CC2=CC=CC=C2C=C1)=O Di[4-(2-naphthyl)phenyl] carbonate